3-Benzyl-6-methyl-2,5-diketopiperazine C(C1=CC=CC=C1)C1C(NC(C(N1)=O)C)=O